The molecule is a member of the class of piperazines that is piperazine in which the pro-S hydrogens at positions 2 and 5 have each been replaced by a p-hydroxybenzyl group. It is a secondary amino compound, a polyphenol and a member of piperazines. It is a conjugate base of a (S,S)-2,5-di-(p-hydroxybenzyl)piperazine(1+). C1[C@@H](NC[C@@H](N1)CC2=CC=C(C=C2)O)CC3=CC=C(C=C3)O